C1(=CC=CC=C1)C1=CC=C(C(=O)C2=C(C(=O)O)C=CC=C2)C=C1 2-(4-phenylbenzoyl)benzoic acid